2-(((1r,4r)-4-((3,3-dip-tolylureido)methyl)cyclohexyl)methoxy)acetic acid C1(=CC=C(C=C1)N(C(NCC1CCC(CC1)COCC(=O)O)=O)C1=CC=C(C=C1)C)C